3-(4-isopropoxyphenyl)acrylic acid C(C)(C)OC1=CC=C(C=C1)C=CC(=O)O